6-Fluoro-7-iodo-2-methyl-2,4-dihydrochromeno[3,4-c]pyrazole-8-carbonitrile FC1=C(C(=CC2=C1OCC1=NN(C=C12)C)C#N)I